5-(n-butoxymethyl)-7-oxo-bicyclo[2.2.1]Hept-2-ene C(CCC)OCC1C2C=CC(C1)C2=O